C(C1=CC=CC=C1)OC1CC(C(C1)O)O 4-(benzyloxy)cyclopentane-1,2-diol